OC(C(=O)O)C(C(O)O)O 2,3,4,4-tetrahydroxybutanoic acid